CNC(C(C(C)C)(C)C(C)C)=O N,2,3-trimethyl-isopropyl-butyramide